3-methyl-Oxazolidinone CN1C(OCC1)=O